2-({4-[(2-imino-5-methyl-2,3-dihydro-1,3-oxazol-3-yl)methyl]-1H-1,3-benzodiazol-2-yl}amino)-2-[3-(trifluoromethoxy)phenyl]propyl 2,2-dimethylpropanoate CC(C(=O)OCC(C)(C1=CC(=CC=C1)OC(F)(F)F)NC1=NC2=C(N1)C=CC=C2CN2C(OC(=C2)C)=N)(C)C